3-(4-nitrophenyl)-1-(2,2,2-trifluoroethyl)-1H-pyrazole [N+](=O)([O-])C1=CC=C(C=C1)C1=NN(C=C1)CC(F)(F)F